neopentyl glycol monoisostearate C(CCCCCCCCCCCCCCC(C)C)(=O)OCC(C)(CO)C